4-bromo-3,5-dimethyl-1-(2-trimethylsilylethoxymethyl)benzimidazol-2-one BrC1=C(C=CC=2N(C(N(C21)C)=O)COCC[Si](C)(C)C)C